2-Methoxyethyl 3-chloro-5-(5-chloro-3-(N-(4-ethoxy-3-methoxyphenyl)-N-methylsulfamoyl)thiophene-2-carboxamido)benzoate ClC=1C=C(C(=O)OCCOC)C=C(C1)NC(=O)C=1SC(=CC1S(N(C)C1=CC(=C(C=C1)OCC)OC)(=O)=O)Cl